C(C)OC(CC[C@@]1(/C(/CCC1)=N/[C@@H](C)C1=CC=CC=C1)C(=O)OCC)=O ethyl (S,E)-1-(3-ethoxy-3-oxopropyl)-2-(((S)-1-phenylethyl) imino)-cyclopentane-1-carboxylate